2-chloro-N-[4-(cyanomethyl)-2,5-difluoro-phenyl]-8-oxo-7H-1,7-naphthyridine-5-sulfonamide ClC1=NC=2C(NC=C(C2C=C1)S(=O)(=O)NC1=C(C=C(C(=C1)F)CC#N)F)=O